C(#C)C1CC(C1)(OC)OC 3-ethynyl-1,1-dimethoxy-cyclobutane